N-(3-acetyl-5-chlorothien-2-yl)-3-oxobutanamide C(C)(=O)C1=C(SC(=C1)Cl)NC(CC(C)=O)=O